ClC1=C(COCC2=C(C=C(C=C2)C)[N+](=O)[O-])C=CC=C1 1-(((2-chlorobenzyl)oxy)methyl)-4-methyl-2-nitrobenzene